4-(Difluoromethoxy)-N-ethyl-N-methyl-1,2-benzothiazole-3-amine-1,1-dioxide FC(OC1=CC=CC2=C1C(=NS2(=O)=O)N(C)CC)F